ClC1=C(C(=CC=C1F)Cl)C(C)OC=1C(=NC=C(C1)C=1C=NN(C1)C1CCNCC1)N 3-[1-(2,6-dichloro-3-fluoro-phenyl)-ethoxy]-5-(1-piperidin-4-yl-1H-pyrazol-4-yl)-pyridine-2-ylamine